ClC=1C=C2NC[C@H](NC2=CC1Cl)C (R)-6,7-dichloro-2-methyl-1,2,3,4-tetrahydroquinoxaline